C[C@@H]1CN(CCC1)CC1=CC(=C(N)C(=C1)C(F)(F)F)[N+](=O)[O-] 4-{[(3S)-3-methylpiperidin-1-yl]Methyl}-2-nitro-6-(trifluoromethyl)aniline